N-(4-(4-amino-1-isopropyl-7-((1r,4r)-4-((2-methoxyethyl)amino)cyclohexyl)-1H-pyrazolo[4,3-c]pyridin-3-yl)-2,5-difluorophenyl)-2-fluoro-3-methoxybenzenesulfonamide NC1=NC=C(C2=C1C(=NN2C(C)C)C2=CC(=C(C=C2F)NS(=O)(=O)C2=C(C(=CC=C2)OC)F)F)C2CCC(CC2)NCCOC